C(C)(C)(C)OC(=O)N(C1=NC=CC(=C1)C=1OC=C(N1)C(=O)NC=1C(=NN(C1)C1=CC(=C(C(=O)OC(=O)OC(C)C)C=C1)F)C(F)F)CC1CC1 1-Isopropoxycarbonyl 4-[4-[[2-[2-[tert-butoxycarbonyl(cyclopropylmethyl)amino]-4-pyridyl]oxazole-4-carbonyl]amino]-3-(difluoromethyl)pyrazol-1-yl]-2-fluoro-benzoate